C1=CC(=CC2=C1C=1NC3=CC=CC=C3C1CC2)NC(=O)[C@H]2N(CCC2)C([C@@H](C2=CC=CC=C2)NC(OC(C)(C)C)=O)=O tert-butyl {(1R)-2-[(2S)-2-(6,11-dihydro-5H-benzo[a]carbazol-3-ylcarbamoyl)pyrrolidin-1-yl]-2-oxo-1-phenylethyl}carbamate